1-(1-(2,5-difluoro-4-(piperazin-1-yl)phenyl)ethyl)-3-(4-(2-(4-methoxyphenyl)propan-2-yl)thiazol-2-yl)urea FC1=C(C=C(C(=C1)N1CCNCC1)F)C(C)NC(=O)NC=1SC=C(N1)C(C)(C)C1=CC=C(C=C1)OC